P(=O)(O)(O)[O-].[Bi+3].P(=O)(O)(O)[O-].P(=O)(O)(O)[O-] Bismuth dihydrogen phosphate